ClC1=C(C(=CC=C1)Cl)N1CC(C1)C1=C(C=C(C(=N1)C)CN1CCC(CC1)C(=O)OC)C methyl 1-((6-(1-(2,6-dichlorophenyl)azetidin-3-yl)-2,5-dimethylpyridin-3-yl)methyl)piperidine-4-carboxylate